4-chloro-1-methyl-pyrazolo[3,4-d]Pyrimidine ClC1=C2C(=NC=N1)N(N=C2)C